COC=1C=C(OCC2=C(C(=O)O)C=C(C=C2)Br)C=CC1OC 2-[(3,4-dimethoxyphenoxy)methyl]-5-bromobenzoic acid